FC1=C(C=C(C=C1F)F)B(O)O 2,3,5-trifluorophenyl-boronic acid